P(=O)([O-])([O-])[O-].[Au+3] Gold Phosphate